ClC=1N=NN2C1CNCCC2 3-chloro-5,6,7,8-tetrahydro-4H-[1,2,3]triazolo[1,5-a][1,4]diazepine